N1CC(C1)OC1=NOC(=C1)[C@H](C(=O)N1[C@@H](C[C@H](C1)O)C(=O)N[C@@H](C)C1=CC=C(C=C1)C1=C(N=CS1)C)C(C)C (2S,4R)-1-[(2R)-2-[3-(azetidin-3-yloxy)isoxazol-5-yl]-3-methyl-butanoyl]-4-hydroxy-N-[(1S)-1-[4-(4-methylthiazol-5-yl)phenyl]ethyl]pyrrolidine-2-carboxamide